2,3'-biindolinylidene N1C(CC2=CC=CC=C12)=C1CNC2=CC=CC=C12